ClC1=CC(=C(N)C=C1Cl)B1OC(C(O1)(C)C)(C)C 4,5-dichloro-2-(4,4,5,5-tetramethyl-1,3,2-dioxaborolan-2-yl)aniline